tert-butyl N-[(1S)-5-[2-(2-aminopyridin-3-yl)-5-(prop-1-en-2-yl)imidazo[4,5-b]pyridin-3-yl]-2,3-dihydro-1H-inden-1-yl]carbamate NC1=NC=CC=C1C1=NC=2C(=NC(=CC2)C(=C)C)N1C=1C=C2CC[C@@H](C2=CC1)NC(OC(C)(C)C)=O